8-(2-hydroxyphenyl)-4-phenethyl-3,4-dihydrobenzo[f][1,4]oxazepin-5(2H)-one OC1=C(C=CC=C1)C1=CC2=C(C(N(CCO2)CCC2=CC=CC=C2)=O)C=C1